FC(C1=C(C=CC=C1)N1N=CC(=C1)C(=O)N)(F)F 1-(2-(trifluoromethyl)phenyl)-1H-pyrazole-4-carboxamide